ClC1=CC(=C(COC2=NC=CC=C2C=2CC=NC(C2)=O)C=C1)F 2-((4-chloro-2-fluorobenzyl)oxy)-6'-oxo-3',6'-dihydro-(3,4'-bipyridyl)